(2R)-2-(methoxymethyl)oxirane COC[C@@H]1OC1